OC=1C(=C(C=NC1C(=O)O)C1=NC=CC=C1)C 5'-hydroxy-4'-methyl-[2,3'-bipyridine]-6'-carboxylic acid